BrC1=CC=2C3=C(C=NC2C=C1)N=CN3CCCCOC3=C(C=C(C=C3F)F)[C@@H](C)N (R)-1-(2-(4-(8-bromo-1H-imidazo[4,5-c]quinolin-1-yl)butoxy)-3,5-difluorophenyl)ethylamine